2-(4-(azidomethyl)pyridinyl)-5-(difluoromethyl)-1,3,4-oxadiazole N(=[N+]=[N-])CC1=CC(=NC=C1)C=1OC(=NN1)C(F)F